FC(C(=O)O)(F)F.N1CC(CCC1)=O Piperidin-3-one trifluoroacetate salt